2-(1-hydroxyethyl-1H-pyrazol-4-yl)-1-p-toluenesulfonyl-1H-pyrrole OC(C)N1N=CC(=C1)C=1N(C=CC1)S(=O)(=O)C1=CC=C(C)C=C1